NC[C@H]1N(CCC2=C(C=C(C(=C12)OCC=1N=NN(C1)C)F)Cl)C(=O)OC(C)(C)C tert-butyl (S)-1-(aminomethyl)-5-chloro-7-fluoro-8-((1-methyl-1H-1,2,3-triazol-4-yl)methoxy)-3,4-dihydroisoquinoline-2(1H)-carboxylate